FC(C(C(C(C(C(C(F)(F)C=C(C(=O)O)C)(F)F)(F)F)(F)F)(F)F)(F)F)(CCC(F)(F)F)F.FC(C(C(C(C(C(C(C(F)(F)F)(F)F)(F)F)(F)F)(F)F)(F)F)(F)F)(F)C(=C(C(=O)O)C)CC.C[SiH](C=CC1=CC=CC=C1)C dimethylphenylvinylsilane (perfluorooctyl)ethylmethacrylate (heptadecafluorodecyl-methacrylate)